C(C1=CC=CC=C1)SC(CC(C)CO[Si](C1=CC=CC=C1)(C1=CC=CC=C1)C(C)(C)C)N (benzylthio)-3-(((tert-butyldiphenylsilyl)oxy)methyl)butan-1-amine